CC=1C(=NOC1C)NS(=O)(=O)C1=CC=CC=C1 N-(4,5-dimethylisoxazol-3-yl)benzenesulfonamide